N1(CC=CC=C1)C1=CC=NC=C1 1,4-bi(pyridin-4-yl)